N-hydroxy-4-((2-methyl-2H-indazol-5-yl)methyl)-3-oxo-3,4-dihydro-2H-benzo[b][1,4]oxazine-6-carboxamide ONC(=O)C1=CC2=C(OCC(N2CC2=CC3=CN(N=C3C=C2)C)=O)C=C1